C(C1=CC=CC=C1)OC=1C(=NC=NC1OCC1=CC=CC=C1)CN1C(C(N(CC1)C(C)C)=O)C1=CC=C(C=C1)I 4-((5,6-bis(benzyloxy)pyrimidin-4-yl)methyl)-3-(4-iodophenyl)-1-isopropylpiperazin-2-one